FC=1C=CC(=NC1)C(=O)[O-] 5-fluoropicolinate